CC=1C=C(C=C(C1)C)C1=C2CC(C(C2=CC=C1)OC)C 4-(3,5-dimethylphenyl)-1-methoxy-2-methylindane